CC(C(=O)OCOC(N(CC=1SC(=NN1)C)C1=NC(=NC(=C1)OC[C@@H]1[C@H](C1)C1=NC=C(C=C1)C)C)=O)C ({(2-Methyl-6-{[(1S,2S)-2-(5-methylpyridin-2-yl)cyclopropyl]methoxy} pyrimidin-4-yl)[(5-methyl-1,3,4-thiadiazol-2-yl)methyl]carbamoyl}oxy)methyl 2-methylpropanoate